C1(CC1)N(CC(=O)O)C(=O)OCC1C2=CC=CC=C2C=2C=CC=CC12 2-[cyclopropyl(9H-fluoren-9-ylmethoxycarbonyl)amino]acetic acid